6-(5-chloro-4-((1-(2,4-dichlorophenyl) ethyl) amino)-6-methylpyrimidin-2-yl)-2,6-diazaspiro[3.3]heptane-2-carboxylate ClC=1C(=NC(=NC1C)N1CC2(CN(C2)C(=O)[O-])C1)NC(C)C1=C(C=C(C=C1)Cl)Cl